8-((6-cyclopropyl-3-ethoxy-5-(4-fluorophenyl)pyridin-2-yl)methyl)-1-oxa-3,8-diazaspiro[4.5]decan-2-one C1(CC1)C1=C(C=C(C(=N1)CN1CCC2(CNC(O2)=O)CC1)OCC)C1=CC=C(C=C1)F